CNN(S(=O)(=O)CCCC)NC N,N-dimethylaminopropyl-methanesulfonamide